mono-2-hydroxyethyl naphthalate C1(=CC=CC2=CC=CC=C12)C(=O)OCCO